NCC1=CC=C(C=C1)COC1=CC=C(C=C1)NC(=O)NCC=1C=C2CN(C(C2=CC1)=O)[C@]1(C(NC(CC1)=O)=O)C 1-(4-{[4-(aminomethyl)phenyl]methoxy}phenyl)-3-({2-[(3R)-3-methyl-2,6-dioxopiperidin-3-yl]-1-oxo-2,3-dihydro-1H-isoindol-5-yl}methyl)urea